ClC=1C=C(C=CC1Cl)CC(=O)N1C2C(N(CC1)S(=O)(=O)CCO)COCC2N2CCCC2 2-(3,4-dichlorophenyl)-1-[4-(2-hydroxyethylsulfonyl)-8-pyrrolidin-1-yl-3,4a,5,7,8,8a-hexahydro-2H-pyrano[3,4-b]pyrazin-1-yl]ethanone